OC1=C(C(=CC(=C1)C(F)(F)F)C)C1=CC=C(N=N1)N[C@@H]1C(N(CCC1)C)=O (S)-3-((6-(2-Hydroxy-6-methyl-4-(trifluoromethyl)phenyl)pyridazin-3-yl)amino)-1-methyl-piperidin-2-one